COCC1=C(C=CC=C1C)N1N=NN=C1[O-] 1-[2-(methoxymethyl)-3-methylphenyl]tetrazol-5-olate